BrC1=C(C=C(C=C1Cl)NC(C)=O)Cl N-(4-bromo-3,5-dichlorophenyl)acetamide